5-((tert-butyldimethylsilyl)oxy)-2-fluoroaniline [Si](C)(C)(C(C)(C)C)OC=1C=CC(=C(N)C1)F